ClC=1C=C(CN2C=COC3=C2C=CC=C3)C=CC1 4-(3-chlorobenzyl)-1,4-benzoxazine